C(C1=CC=CC=C1)C=1N(C=2C(=C3CC[C@@H](N(C3=CC2)C(=O)OC)C)N1)[C@@H]1CC(CCC1)(C)C (1R,4S)-4-[(7S)-2-Benzyl-6-(methoxycarbonyl)-7-methyl-3H,6H,7H,8H,9H-imidazo[4,5-f]chinolin-3-yl]-2,2-dimethylcyclohexan